FC12CC(C1)(C2)CNCC=2C=CC=1N(C2)C=C(N1)CNC(=O)C=1N=C2N(C(C1)=O)C=CC=C2 N-[[6-[[(3-fluoro-1-bicyclo[1.1.1]pentanyl)methylamino]methyl]imidazo[1,2-a]pyridin-2-yl]methyl]-4-oxo-pyrido[1,2-a]pyrimidine-2-carboxamide